ClC=1C=2N(C(=CN1)C)C(=NC2)C([2H])([2H])[2H] 8-chloro-5-methyl-3-(trideuteriomethyl)imidazo[1,5-a]pyrazine